4-(butylamino)-2-((4-methoxybenzyl)amino)-5-oxopyridin C(CCC)NC1C=C(N=CC1=O)NCC1=CC=C(C=C1)OC